C(CCCCCCCCCCCCCCCCC)N[C@@H](CC(=O)O)C(=O)O N-stearylaspartic acid